tert-butyl (1-(5-(4-(4-(2,6-difluorobenzyl)-5-oxo-4,5-dihydro-1H-1,2,4-triazol-1-yl)-2-fluorophenoxy)-4-(difluoromethyl)thiazol-2-yl)-3-methylazetidin-3-yl)carbamate FC1=C(CN2C=NN(C2=O)C2=CC(=C(OC3=C(N=C(S3)N3CC(C3)(C)NC(OC(C)(C)C)=O)C(F)F)C=C2)F)C(=CC=C1)F